2-(2,2-dimethoxyethylthio)-7-(2-fluorophenyl)-4-methylquinoline COC(CSC1=NC2=CC(=CC=C2C(=C1)C)C1=C(C=CC=C1)F)OC